NC=1C=C2C=CC=C(C2=CC1)S(=O)(=O)O 6-Amino-1-Naphthalenesulfonic acid